sodium diphosphite [O-]P([O-])OP([O-])[O-].[Na+].[Na+].[Na+].[Na+]